FC1(CN(C1)CCN1N=CC(=N1)C(=O)N)F 2-[2-(3,3-difluoroazetidin-1-yl)ethyl]triazole-4-carboxamide